1-(4-chloro-3-((R)-2-hydroxypropoxy)-1-phenyl-1H-pyrazol-5-yl)-3-((3s,4R)-4-(4-fluorophenyl)-1-(2-methoxyethyl)pyrrolidin-3-yl)urea ClC=1C(=NN(C1NC(=O)N[C@@H]1CN(C[C@H]1C1=CC=C(C=C1)F)CCOC)C1=CC=CC=C1)OC[C@@H](C)O